BrC=1C=CC=2C=3N(C(=NC2C1)NC1=CC(=CC=C1)Cl)C=C(N3)C 8-bromo-N-(3-chlorophenyl)-2-methylimidazo[1,2-c]quinazolin-5-amine